9-ethyl-2-methyl-3-((2-(trifluoromethyl)-1H-pyrrole-1-yl)methyl)-1,2,3,9-tetrahydro-4H-carbazole C(C)N1C2=CC=CC=C2C=2CC(C(CC12)C)CN1C(=CC=C1)C(F)(F)F